N-(4,4-Dimethyl-pentyl)-2-(2-methoxy-ethyl)-4-methyl-6-morpholin-4-yl-pyridine-3-carboxylic acid amide CC(CCCNC(=O)C=1C(=NC(=CC1C)N1CCOCC1)CCOC)(C)C